C7-chloro-[1,2,4]triazolo[4,3-a]pyridine-5-carboxylic acid ClC1=CC=2N(C(=C1)C(=O)O)C=NN2